C1(CC1)CN1C(N(CC12CCC(CC2)(C2=CC(=CC=C2)F)N(C)C)C2=CC(=NN2CC(=O)N(C)C)C(F)(F)F)=O cis-2-(5-(1-(cyclopropylmethyl)-8-(dimethylamino)-8-(3-fluorophenyl)-2-oxo-1,3-diazaspiro[4.5]decan-3-yl)-3-(trifluoromethyl)-1H-pyrazol-1-yl)-N,N-dimethylacetamide